2-[(11-azido-3,6,9-trioxaundec-1-yl)amino]-2-(2-chlorophenyl)cyclohexan-1-one N(=[N+]=[N-])CCOCCOCCOCCNC1(C(CCCC1)=O)C1=C(C=CC=C1)Cl